C[N+](C)(C)[O-] N,N-dimethyl-methylamine oxide